C1=CC=C(C=C1)C[C@H](CS)C(=O)O 2-Thiomethyl-3-phenylpropanoic acid